COC(C1=CN=C(C=C1N[C@H](CF)C)Cl)=O (S)-6-chloro-4-((1-fluoropropane-2-yl)amino)nicotinic acid methyl ester